1-cyclohexyl-N-(4-methoxy-6-(3-(4-propioloylpiperazin-1-yl)phenyl)benzo[d]isoxazol-3-yl)methanesulfonamide C1(CCCCC1)CS(=O)(=O)NC1=NOC2=C1C(=CC(=C2)C2=CC(=CC=C2)N2CCN(CC2)C(C#C)=O)OC